C(#N)C=1C=NN2C1C(=CC(=C2)OCC(C)(C)O)C=2C=CC(=NC2)N2CCC(CC2)(C)NC(C2=CC=CC=C2)=O N-(1-(5-(3-cyano-6-(2-hydroxy-2-methyl-propoxy)pyrazolo[1,5-a]pyridin-4-yl)pyridin-2-yl)-4-methylpiperidin-4-yl)benzamide